C(=O)(OC(C)(C)C)N([C@@H](CC(C)C)C(=O)O)C N-Boc-N-methyl-leucine